NC1=C(SC2=NC(=CC=C21)C)C(=O)N[C@@H]2COC1=CC(=CC=C1C2)N2[C@@H]([C@@H](NCC2)C)C 3-amino-N-((S)-7-((2R,3S)-2,3-dimethylpiperazin-1-yl)chroman-3-yl)-6-methylthieno[2,3-b]pyridine-2-carboxamide